benzyl 3-((tert-butoxycarbonyl)amino)-3-(5-methylisoxazol-3-yl)piperidine-1-carboxylate C(C)(C)(C)OC(=O)NC1(CN(CCC1)C(=O)OCC1=CC=CC=C1)C1=NOC(=C1)C